3-(3-chloro-4-fluorophenyl)-1-(3-hydroxy-2-(hydroxymethyl)propyl)-1-(1-(1-oxo-1,2-dihydroisoquinolin-4-yl)ethyl)urea ClC=1C=C(C=CC1F)NC(N(C(C)C1=CNC(C2=CC=CC=C12)=O)CC(CO)CO)=O